5-chloro-N-ethyl-3-(4,4,5,5-tetramethyl-1,3,2-dioxaborolan-2-yl)pyridin-2-amine ClC=1C=C(C(=NC1)NCC)B1OC(C(O1)(C)C)(C)C